4-[4-fluoro-2-(2,2,2-trifluoroethoxy)phenyl]-2-[4-(2-hydroxypropan-2-yl)phenyl]-6-methyl-2,3-dihydro-1H-pyrrolo[3,4-c]pyridin-1-one FC1=CC(=C(C=C1)C1=NC(=CC2=C1CN(C2=O)C2=CC=C(C=C2)C(C)(C)O)C)OCC(F)(F)F